3,7,8-Trihydroxy-2-(4-(3-(methyl(2-(piperidin-1-yl)ethyl)amino)propyl)phenyl)-4H-chromen-4-one dihydrochloride Cl.Cl.OC1=C(OC2=C(C(=CC=C2C1=O)O)O)C1=CC=C(C=C1)CCCN(CCN1CCCCC1)C